C(C)(=O)OC1C(C2CC[C@H]3[C@@]4(CC=C5[C@](C(O[C@H]5CC(=O)OCC5=CC=CC=C5)=O)(C4CCC31C2)C)C)=C Benzyl 2-((1S,3aR,10aS,10bS)-6-acetoxy-3a,10b-dimethyl-7-methylene-3-oxo-1,3,3a,3b,4,5,6,7,8,9,10,10a,10b,11-tetradecahydro-5a,8-methanocyclohepta[5,6]naphtho[1,2-c]furan-1-yl)acetate